N-[[6-[(2-Methoxyphenyl)methyl-methyl-amino]-2-pyridyl]sulfonyl]-2-(2,2,4-trimethylpyrrolidin-1-yl)pyridin-3-carboxamid COC1=C(C=CC=C1)CN(C1=CC=CC(=N1)S(=O)(=O)NC(=O)C=1C(=NC=CC1)N1C(CC(C1)C)(C)C)C